ClC1=C(C=CC=C1Cl)C=1C=2N(C(=NC1C)N1CCC3(CC1)[C@@H](C1=CC=C(C=C1C3)F)N)C=CN2 (S)-1'-(8-(2,3-dichlorophenyl)-7-methylimidazo[1,2-c]pyrimidin-5-yl)-5-fluoro-1,3-dihydrospiro[indene-2,4'-piperidin]-1-amine